C1=CC(=CC=C1CC2=CC=C(C=C2)N=C=O)N=C=O Methylenebis(4-isocyanatobenzene)